[N+](=O)([O-])C=1C=C(C=C2C=C(NC12)C1=CC=CC=C1)COCCOCCC(=O)OC methyl 3-(2-((7-nitro-2-phenyl-1H-indol-5-yl)methoxy)ethoxy)propanoate